O=C1C(C=CC2(C1)OC1=C(C2)C=CC(=C1)C(=O)[O-])=O dioxo-spiro[benzofuran-2,6'-cyclohexene]-6-carboxylate